ClC1=NN(C(C2=C1OC(=C2)C(F)F)=O)CC(=O)N(C)C2=CC1=C(OC(O1)(F)F)C=C2 2-(7-chloro-2-(difluoromethyl)-4-oxofuro[2,3-d]pyridazin-5(4H)-yl)-N-(2,2-difluorobenzo[d][1,3]dioxol-5-yl)-N-methylacetamide